(4-(1-(2-chloro-5-(trifluoromethyl)phenyl)-5-(trifluoromethyl)-1H-1,2,3-triazole-4-carboxamido)phenoxy)-N-propylpicolinamide ClC1=C(C=C(C=C1)C(F)(F)F)N1N=NC(=C1C(F)(F)F)C(=O)NC1=CC=C(OC=2C(=NC=CC2)C(=O)NCCC)C=C1